C1(=CC=CC=C1)C(O)(C1=CC=NC=C1)C1=CC=CC=C1 diphenyl-(4-pyridyl)methanol